C(#N)C=1C=NN2C1C(=CC(=C2)OCC(C)(C)O)C=2C=CC(=NC2)N2CCC(CC2)(C)NC(=O)C2=NC=CC(=N2)C N-(1-(5-(3-cyano-6-(2-hydroxy-2-methylpropoxy)pyrazolo[1,5-a]pyridin-4-yl)pyridin-2-yl)-4-methylpiperidin-4-yl)-4-methylpyrimidine-2-carboxamide